2,6-bis(tert-butyl)-9-(2-carboxyethyl)carbonyloxyanthracene Cobalt [Co].C(C)(C)(C)C1=CC2=C(C3=CC=C(C=C3C=C2C=C1)C(C)(C)C)OC(=O)CCC(=O)O